4-((tert-butyldimethylsilyl)oxy)tetrahydropyrrole [Si](C)(C)(C(C)(C)C)OC1CCNC1